OCCC1=CC=C(C=C1)NC=1N=CC2=C(N1)CN(CC2)C2=C(C1=C(OCCN1C(=O)OCCCC)N=C2)C butyl 7-(2-{[4-(2-hydroxyethyl)phenyl]amino}-5H,6H,7H,8H-pyrido[3,4-d]pyrimidin-7-yl)-8-methyl-1H,2H,3H-pyrido[2,3-b][1,4]oxazine-1-carboxylate